2-(7-methoxynaphthalen-1-yl)acetic acid COC1=CC=C2C=CC=C(C2=C1)CC(=O)O